CC1=C(C2=C(C(=C1OS(=O)(=O)O)C)SC(=N2)NC)CC3=CN=CC=C3 The molecule is an aryl sulfate obtained by sulfation of the phenolic hydroxy group of the anti-inflammatory drug, E3040. It is one of the major metabolites of E3040. It has a role as a xenobiotic metabolite. It is a member of benzothiazoles, a member of pyridines, an aryl sulfate and a secondary amino compound. It derives from an E3040. It is a conjugate acid of a 5,7-dimethyl-2-methylamino-4-(3-pyridylmethyl)-1,3-benzothiazol-6-yl sulfate(1-).